C1(CC1)C1=NC=CC(=C1)C=1OC=C(N1)C(=O)O 2-(2-cyclopropyl-4-pyridyl)oxazole-4-carboxylic acid